bis-(2-methoxy-benzyl)-amine COC1=C(CNCC2=C(C=CC=C2)OC)C=CC=C1